4'-stilbeneformyl-salicylaldehyde hydrazone C1(=CC=CC=C1)C=CC1=CC=C(C=C1)C(=O)OC=1C(C=NN)=CC=CC1